((4r,5s,7r,8r,9s,10r)-8,10-dihydroxy-7-(hydroxymethyl)-9-(4-(3,4,5-trifluorophenyl)-1H-1,2,3-triazol-1-yl)-1,6-dioxaspiro[4.5]dec-4-yl)-2-phenylacetamide O[C@H]1[C@H](O[C@@]2([C@H](CCO2)C(C(=O)N)C2=CC=CC=C2)[C@@H]([C@H]1N1N=NC(=C1)C1=CC(=C(C(=C1)F)F)F)O)CO